N-(5-cyano-1-ethyl-1H-pyrazol-4-yl)-6-(trifluoromethyl)-1H-indole-3-sulfonamide C(#N)C1=C(C=NN1CC)NS(=O)(=O)C1=CNC2=CC(=CC=C12)C(F)(F)F